4-((1R,3s,5S,6r)-6-(1-isopropyl-3-(3-(trifluoromethoxy)phenyl)-1H-pyrazol-5-yl)bicyclo[3.1.0]hexane-3-yl)-1,4-oxaazepane C(C)(C)N1N=C(C=C1C1[C@H]2CC(C[C@@H]12)N1CCOCCC1)C1=CC(=CC=C1)OC(F)(F)F